CC1=C(C(=C(S1)C(=O)O[C@@H](CCCC)C1=C(C=C(C=C1)F)C1=NN=NN1)NC(=O)OCC1=CC=CC=C1)C=C (S)-1-(4-fluoro-2-(1H-tetrazol-5-yl)phenyl)pentan-1-ol methyl-(benzyloxycarbonylamino)-4-vinyl-thiophene-2-carboxylate